C(CCCCCCCCCCCCCCC(C)C)(=O)O.C(CCCCCCCCCCCCCCC(C)C)(=O)O.C(CCCCCCCCCCCCCCC(C)C)(=O)O.CC(=O)[C@H](O)[C@@H](O)[C@H](O)[C@H](O)CO Methyl-glucose triisostearate